FC=1C=C(C=NC1)C1=C(NC=2C3=C(CCC12)C=CC=C3)C(=O)O 3-(5-fluoropyridin-3-yl)-4,5-dihydro-1H-benzo[g]indole-2-carboxylic acid